N1(C=NC=C1)C[C@@]1(OC[C@@H](O1)COC1=CC=C(C=C1)N1CCN(CC1)C(C)=O)C1=C(C=C(C=C1)Cl)Cl 1-(4-(4-(((2R,4S)-2-((1H-imidazol-1-yl)methyl)-2-(2,4-dichlorophenyl)-1,3-dioxolan-4-yl)methoxy)phenyl)piperazin-1-yl)ethanone